C(#N)C=1C=NN2C1C(=CC(=C2)C=2C=NN(C2)C)B(O)O 3-cyano-6-(1-methyl-1H-pyrazol-4-yl)pyrazolo[1,5-a]pyridine-4-ylboronic acid